((2s,4r,5r)-5-(2-acetamido-7-(3-fluorobenzyl)-6,8-dioxo-1,6,7,8-tetrahydro-9H-purin-9-yl)-4-acetoxytetrahydrofuran-2-yl) methylbenzoate CC1=C(C(=O)O[C@@H]2O[C@H]([C@@H](C2)OC(C)=O)N2C=3N=C(NC(C3N(C2=O)CC2=CC(=CC=C2)F)=O)NC(C)=O)C=CC=C1